4-(8-(4-(2-(2-Aminopyridin-3-yl)-5-phenyl-3H-imidazo[4,5-b]pyridin-3-yl)benzyl)-2,8-diazaspiro[4.5]decan-2-yl)-2-hydroxybenzaldehyde NC1=NC=CC=C1C1=NC=2C(=NC(=CC2)C2=CC=CC=C2)N1C1=CC=C(CN2CCC3(CCN(C3)C3=CC(=C(C=O)C=C3)O)CC2)C=C1